(5-chloro-1H-pyrazol-3-yl)methanol ClC1=CC(=NN1)CO